3-azabicyclo[4.2.0]octane-3-carboxamide C12CN(CCC2CC1)C(=O)N